2,4-dichlorophenyl-thiourea ClC1=C(C=CC(=C1)Cl)NC(=S)N